methyl 5-(5-{2-[ethyl ({2-[(2-nitrophenyl) amino] propyl}) amino] ethoxy}-1-methylpyrazol-4-yl)-1-methyl-6-oxopyridine-3-carboxylate C(C)N(CCOC1=C(C=NN1C)C1=CC(=CN(C1=O)C)C(=O)OC)CC(C)NC1=C(C=CC=C1)[N+](=O)[O-]